C(CCCCCCC)(=O)OCCCCCCCCCCCCCCCCCCCCCC docosyl octanoate